N1(N=CN=C1)CCOC1=C(C=CC=C1N)NC1=CC=CC=C1 2-(2-(1H-1,2,4-triazol-1-yl)ethoxy)-N1-phenylbenzene-1,3-diamine